C(C)(C)(C)OC(=O)N(CC#CC1=CC(=C(OCCCC2=C(N=CS2)C(=O)[O-])C=C1)F)C 5-[3-[4-[3-[tert-butoxycarbonyl(methyl)amino]prop-1-ynyl]-2-fluoro-phenoxy]propyl]thiazole-4-carboxylate